7-Methoxy-4-(3-methoxy-5-(1-methyl-1H-pyrazol-4-yl)phenoxy)quinoline-6-carboxamide COC1=C(C=C2C(=CC=NC2=C1)OC1=CC(=CC(=C1)C=1C=NN(C1)C)OC)C(=O)N